4-chloro-N-(2,4-dimethoxybenzyl)pyridinecarboxamide ClC1=CC(=NC=C1)C(=O)NCC1=C(C=C(C=C1)OC)OC